C1(CC1)C1=NC2=CC(=C(C=C2C(=N1)N[C@H](C)C=1C=C(C=CC1)C1=CC=C(C=C1)C)OC)OC (R)-2-Cyclopropyl-6,7-dimethoxy-N-(1-(4'-methyl-[1,1'-biphenyl]-3-yl)ethyl)quinazoline-4-amine